CC(=C)CCC(C)C 2,5-dimethyl-hexene